BrC=1C(=NC=C(C1)OC)F 3-bromo-2-fluoro-5-methoxy-pyridine